FC1=CC=C(C(=O)C2CNC(C=3N2C(=NC3C(=O)O)C3=NC(=NS3)C)C)C=C1 (4-fluorobenzoyl)-8-methyl-3-(3-methyl-1,2,4-thiadiazol-5-yl)-5,6,7,8-tetrahydroimidazo[1,5-a]pyrazine-1-carboxylic acid